6-(4-((R)-4-((S)-7-methyl-3-oxo-4-(trifluoromethyl)-3,5,6,7-tetrahydro-2H-cyclopenta[c]pyridazin-7-yl)morpholin-2-carbonyl)piperazin-1-yl)nicotinonitrile C[C@@]1(CCC=2C1=NNC(C2C(F)(F)F)=O)N2C[C@@H](OCC2)C(=O)N2CCN(CC2)C2=NC=C(C#N)C=C2